quinolin-8-yl-1-(4-fluorobenzyl)-1H-indazole N1=CC=CC2=CC=CC(=C12)C1=NN(C2=CC=CC=C12)CC1=CC=C(C=C1)F